(3S)-N-((1R,2R,4S)-7-cyano-7-azabicyclo[2.2.1]heptan-2-yl)-1-(2-oxo-1-(2-propanyl)-5-(trifluoromethyl)-1,2-dihydro-3-pyridinyl)-3-pyrrolidinecarboxamide C(#N)N1[C@H]2[C@@H](C[C@@H]1CC2)NC(=O)[C@@H]2CN(CC2)C=2C(N(C=C(C2)C(F)(F)F)C(C)C)=O